The molecule is an oxysterol that is cholesterol which is substituted by hydroxy groups at positions 24S and 26. It has a role as a human metabolite. It is an oxysterol, a 24-hydroxy steroid, a 3beta-sterol, a 26-hydroxy steroid and a 3beta-hydroxy-Delta(5)-steroid. It derives from a cholesterol. C[C@H](CC[C@@H](C(C)CO)O)[C@H]1CC[C@@H]2[C@@]1(CC[C@H]3[C@H]2CC=C4[C@@]3(CC[C@@H](C4)O)C)C